(1r,4r)-4-((2-((6-(3-(2-ethoxyphenoxy)phenyl)pyrazin-2-yl)amino)pyrimidin-4-yl)oxy)cyclohexane-1-carboxylic acid C(C)OC1=C(OC=2C=C(C=CC2)C2=CN=CC(=N2)NC2=NC=CC(=N2)OC2CCC(CC2)C(=O)O)C=CC=C1